5-(1-((5-(5-(difluoromethyl)-1,3,4-oxadiazol-2-yl)pyridin-2-yl)methyl)-1H-1,2,3-triazol-4-yl)pyridin-2-amine FC(C1=NN=C(O1)C=1C=CC(=NC1)CN1N=NC(=C1)C=1C=CC(=NC1)N)F